2,4-bis(4-(1,3,2-dioxaborolan-2-yl)-3-fluorobenzamido)butanoic acid O1B(OCC1)C1=C(C=C(C(=O)NC(C(=O)O)CCNC(C2=CC(=C(C=C2)B2OCCO2)F)=O)C=C1)F